Natrium aluminium [Al].[Na]